Tert-butyl (1-((S)-1-(2-chloro-N-(((S)-2-oxopyrrolidin-3-yl)methyl)acetamido)-2-oxohexan-3-yl)-2-oxo-1,2-dihydropyridin-3-yl)carbamate ClCC(=O)N(C[C@H]1C(NCC1)=O)CC([C@H](CCC)N1C(C(=CC=C1)NC(OC(C)(C)C)=O)=O)=O